2-(2-(2-(7,8-dimethyl-[1,2,4]triazolo[1,5-a]pyridin-6-yl)-3-isopropyl-1H-indol-5-yl)-5,5-dimethylmorpholino)-N-methylacetamide CC1=C(C=2N(C=C1C=1NC3=CC=C(C=C3C1C(C)C)C1OCC(N(C1)CC(=O)NC)(C)C)N=CN2)C